FC(C=1C=C(C=CC1F)C1=CN=C(C(=N1)CN1C(OC[C@@H]1C)=O)C)F (4S)-3-[[6-[3-(Difluoromethyl)-4-fluoro-phenyl]-3-methyl-pyrazin-2-yl]methyl]-4-methyl-oxazolidin-2-one